2-(2,4-difluorobenzyl)butan-1-amine FC1=C(CC(CN)CC)C=CC(=C1)F